C(C1=CC=CC=C1)C=1NC(=NN1)C(=O)NC1=NC=CC(=C1)C1=C2CCCOC2=CC=C1 5-benzyl-N-(4-(chroman-5-yl)pyridin-2-yl)-4H-1,2,4-triazole-3-carboxamide